(S)-N-(4-(4-amino-1-methyl-7-(1-(2-(methylamino)ethyl)-1H-pyrazol-4-yl)-1H-pyrazolo[4,3-c]pyridin-3-yl)-2-(1-(4-fluorophenyl)ethoxy)phenyl)-1,1-difluoromethanesulfonamide NC1=NC=C(C2=C1C(=NN2C)C2=CC(=C(C=C2)NS(=O)(=O)C(F)F)O[C@@H](C)C2=CC=C(C=C2)F)C=2C=NN(C2)CCNC